ClC1=NC(=C2C(=N1)N(N=C2)C=2C=NC=CC2)NN 6-Chloro-4-hydrazinyl-1-(pyridin-3-yl)-1H-pyrazolo[3,4-d]pyrimidine